(4-cyano-3,5-diethoxy-phenyl)-3-(cyclopentyloxy)butanoic acid C(#N)C1=C(C=C(C=C1OCC)C(C(=O)O)C(C)OC1CCCC1)OCC